FC=1C=C(C=CC1)[C@@H]1N(CCC1)C=1C=CC=2N(N1)C(=CN2)C2=NC(=CC=C2)N2CCNCC2 6-((2R)-2-(3-fluorophenyl)pyrrolidin-1-yl)-3-(6-piperazin-1-yl-2-pyridyl)imidazo[1,2-b]pyridazine